N-methyloxolan-3-amine hydrochloride Cl.CNC1COCC1